C1(=CC=CC=C1)C(=O)N1CCC2(C(N3[C@H](O2)CC[C@H]3C3=NC=C(N=C3)C)=O)CC1 (5'S,7a'R)-1-(benzene-carbonyl)-5'-(5-meth-ylpyrazin-2-yl)tetra-hydro-3'H-spiro-[piperidine-4,2'-pyrrolo[2,1-b][1,3]-oxazol]-3'-one